CN1C(=NC=C1)C(=O)ON=CC1=CC=C(C=C1)[N+](=O)[O-] 4-Nitrobenzaldehyde-O-(1-methyl-1H-imidazole-2-carbonyl) oxime